(S)-8-(4-acryloylpiperazin-1-yl)-2-methyl-3-(8-methylnaphthalen-1-yl)-6-((1-methylpyrrolidin-2-yl)methoxy)pyrimido[5,4-d]Pyrimidin-4(3H)-one C(C=C)(=O)N1CCN(CC1)C1=NC(=NC2=C1N=C(N(C2=O)C2=CC=CC1=CC=CC(=C21)C)C)OC[C@H]2N(CCC2)C